FC(S(=O)(=O)OC1=C(CCOC1)C(=O)OCC)(F)F ethyl 5-(trifluoromethylsulfonyloxy)-3,6-dihydro-2H-pyran-4-carboxylate